FCCCN1C2=C(OCC1=O)C(=CC(=C2)C(=O)N[C@H](C)C=2C=NC(=NC2)C(F)(F)F)C=2SC(=CN2)C (R)-4-(3-fluoropropyl)-8-(5-methylthiazol-2-yl)-3-oxo-N-(1-(2-(trifluoromethyl)pyrimidin-5-yl)ethyl)-3,4-dihydro-2H-benzo[b][1,4]oxazine-6-carboxamide